1-(4-((5-([1,2,4]triazolo[4,3-a]pyridin-6-yl)-4-methoxy-7H-pyrrolo[2,3-d]pyrimidin-2-yl)amino)piperidin-1-yl)ethan-1-one N=1N=CN2C1C=CC(=C2)C2=CNC=1N=C(N=C(C12)OC)NC1CCN(CC1)C(C)=O